(S,E)-6-(2-Acetyloxazol-4-carboxamido)-N7-(1-(2-(bicyclo[1.1.1]pentan-1-ylamino)-2-oxoethyl)-2-oxo-1,2-dihydropyridin-3-yl)-N1,N1-diethylhept-2-endiamid C(C)(=O)C=1OC=C(N1)C(=O)N[C@@H](CC/C=C/C(=O)N(CC)CC)C(=O)NC=1C(N(C=CC1)CC(=O)NC12CC(C1)C2)=O